6-amino-2-(3,5-dichloro-4-((6-oxo-5-(pyrazolo[1,5-a]pyridin-2-yl)-1,6-dihydropyridazin-3-yl)oxy)phenyl)-1,2,4-triazine-3,5(2H,4H)-dione NC=1C(NC(N(N1)C1=CC(=C(C(=C1)Cl)OC1=NNC(C(=C1)C1=NN2C(C=CC=C2)=C1)=O)Cl)=O)=O